ethylene glycol, sodium salt [Na].C(CO)O